(S)-4-[[3-(3-chloro-4-fluoro-2-methoxy-phenyl)-5-methyl-5-(trifluoromethyl)tetrahydrofuran-2-carbonyl]amino]pyridine-2-carboxamide ClC=1C(=C(C=CC1F)C1[C@H](OC(C1)(C(F)(F)F)C)C(=O)NC1=CC(=NC=C1)C(=O)N)OC